5-(2-azaspiro[3.3]heptan-6-ylmethyl)-2-(trifluoromethoxy)benzamide tert-butyl-(R)-(2-(3-((3-carbamoyl-6-(dimethylamino)-5-ethylpyrazin-2-yl)amino)-5-fluorophenoxy)propyl)carbamate C(C)(C)(C)N(C(O)=O)C[C@@H](C)OC1=CC(=CC(=C1)F)NC1=NC(=C(N=C1C(N)=O)CC)N(C)C.C1NCC12CC(C2)CC=2C=CC(=C(C(=O)N)C2)OC(F)(F)F